2-(3-(benzyloxy)-2-(hydroxymethyl)-4-methoxyphenyl)-N-(4-(benzyloxy)-3-(methoxy-d3)Phenethyl)acetamide C(C1=CC=CC=C1)OC=1C(=C(C=CC1OC)CC(=O)NCCC1=CC(=C(C=C1)OCC1=CC=CC=C1)OC([2H])([2H])[2H])CO